BrC(C(=O)OC(C)(C)C)C1=C(C(=CC=C1)OC)C1CC1 tert-butyl 2-bromo-2-(2-cyclopropyl-3-methoxyphenyl)acetate